NC1(CCCCC1)CNCC1C(C(C(C(O1)CO[Si](C)(C)C(C)(C)C)O)N1N=NC(=C1)C1=C(C(=C(C=C1)C)F)F)OC 6-((((1-aminocyclohexyl)methyl)amino)methyl)-2-(((tert-butyldimethylsilyl)oxy)methyl)-4-(4-(2,3-difluoro-4-methylphenyl)-1H-1,2,3-triazol-1-yl)-5-methoxytetrahydro-2H-pyran-3-ol